FC=1C=C(C=CC1N1CCOCC1)C1=NC=CC(=N1)CO (2-(3-fluoro-4-morpholinophenyl)pyrimidin-4-yl)methanol